CCC=CCCCC 3-octanen